2-[2-(aminomethyl)-3,3-difluoro-allyl]-4-(6-bromo-3-pyridyl)-1,2,4-triazol-3-one NCC(CN1N=CN(C1=O)C=1C=NC(=CC1)Br)=C(F)F